6-Chloro-4-(4-(4-Chlorophenoxy)piperidin-1-yl)-1-methyl-2-oxo-1,2-dihydro-1,5-naphthyridin-3-carbonitril ClC=1N=C2C(=C(C(N(C2=CC1)C)=O)C#N)N1CCC(CC1)OC1=CC=C(C=C1)Cl